COC=1C(=CC=2C3=C(C=NC2C1)N(C(N3C3=CC(=NC=C3)C#N)=O)C)C=3C=NN(C3)C 4-[7-Methoxy-3-methyl-8-(1-methyl-1H-pyrazol-4-yl)-2-oxo-2,3-dihydroimidazo[4,5-c]quinolin-1-yl]pyridine-2-carbonitrile